(R)-1-(4-chloro-3-((2,3-dihydro-1H-inden-5-yl)methyl)phenyl)-2,3-dihydroxypropan-1-one ClC1=C(C=C(C=C1)C([C@@H](CO)O)=O)CC=1C=C2CCCC2=CC1